C(C)(C)(C)OC(=O)N1C(CCC(C1)CO)C 5-(hydroxymethyl)-2-methylpiperidine-1-carboxylic acid tert-butyl ester